S1C(=NC2=C1C=CC=C2)S(=O)(=O)CCC(C)(O)C 4-(benzo[d]thiazol-2-ylsulfonyl)-2-methylbutan-2-ol